C(C)(C)(C)OC(=O)N1CC(C1)C1=CC=C(C=C1)B1OC(C(O1)(C)C)(C)C.ClC1=C(C=CC=C1)CC(=O)NC1=CC(=C(C=C1)C=1C=NC(=NC1)OCC)S(N)(=O)=O 2-(2-Chlorophenyl)-N-[4-(2-ethoxypyrimidin-5-yl)-3-sulfamoylphenyl]acetamide tert-butyl-3-[4-(4,4,5,5-tetramethyl-1,3,2-dioxaborolan-2-yl)phenyl]azetidine-1-carboxylate